C(CCCCCCCCCCCCCCCCCCCCC)C(C(=O)O)=CCCC docosyl-hexaenoic acid